1-[[[4-(4-fluoro-2-methyl-1H-indol-5-yl)oxy-6-methoxyquinolin-7-yl]oxy]methyl]-cyclopropylamine FC1=C2C=C(NC2=CC=C1OC1=CC=NC2=CC(=C(C=C12)OC)OCC1(CC1)N)C